O=C1CC(C2=C(N1)C=CS2)CNC=O N-((5-Oxo-4,5,6,7-tetrahydrothieno[3,2-b]pyridin-7-yl)methyl)formamide